ClC=1C=NC=C(C1[C@@H](C)OC=1C=C2C(=NNC2=CC1)C(=O)NC=1C=NN(C1)CC1CN(C1)C)Cl (R)-5-(1-(3,5-Dichloropyridin-4-yl)ethoxy)-N-(1-((1-Methylazetidin-3-yl)methyl)-1H-Pyrazol-4-yl)-1H-Indazol-3-Carboxamid